12-iodo-4,6,8,10-tetramethyltridecyl benzyloxymethyl ether C(C1=CC=CC=C1)OCOCCCC(CC(CC(CC(CC(C)I)C)C)C)C